FC(C1=C(C=CC=C1)C1=NC=NO1)(F)F 5-[2-trifluoromethylphenyl]-1,2,4-oxadiazole